N'-(2-chloro-5-methyl-4-(m-tolylamino)phenyl)-N-ethyl-N-methylformimidamide ClC1=C(C=C(C(=C1)NC=1C=C(C=CC1)C)C)N=CN(C)CC